tert-butyl 4-[[4-(benzyloxycarbonylamino)-1-piperidyl]methyl]piperidine-1-carboxylate C(C1=CC=CC=C1)OC(=O)NC1CCN(CC1)CC1CCN(CC1)C(=O)OC(C)(C)C